2-([(3-ACETYLPHENYL)CARBAMOYL]METHOXY)ACETIC ACID C(C)(=O)C=1C=C(C=CC1)NC(=O)COCC(=O)O